CC1=C(C(=O)NC=2C=C(C=CC2C(F)(F)F)[C@@H]2[C@@H](C2)C(=O)O)C(=CC(=C1)OCC1CCCC2=CC=CC=C12)C (1R,2S)-2-[3-{[2,6-dimethyl-4-(1,2,3,4-tetrahydro-1-naphthalenylmethoxy)benzoyl]amino}-4-(Trifluoromethyl)phenyl]cyclopropanecarboxylic acid